C(C1=CC=CC=C1)[C@H]1C(N(CC2N(C1)C(CCN2C(=O)NCCC(C2=CC=CC=C2)C2=CC=CC=C2)=O)CCC2=CC=CC=C2)=O (7R)-7-benzyl-N-(3,3-diphenylpropyl)-4,8-dioxo-9-phenethyl-octahydropyrimido[1,2-a][1,4]diazepine-1(2H)-carboxamide